L-3-bromocamphorsulfonic acid BrC1C(C2(CCC1C2(C)C)CS(=O)(=O)O)=O